The molecule is a diterpenyl phosphate that is the O-diphospho derivative of (+)-kolavenol It is a diterpenyl phosphate and a member of octahydronaphthalenes. It is a conjugate acid of a (+)-kolavenyl diphosphate(3-). It is an enantiomer of a (-)-kolavenyl diphosphate. C[C@H]1CC[C@]2([C@H]([C@]1(C)CC/C(=C/COP(=O)(O)OP(=O)(O)O)/C)CCC=C2C)C